N1=NSC=C1 diazathiaole